BrC1=CC=C(C=C1)/C=C/C(=O)C1=CC=C(OCC(=O)O[C@H]2[C@@H]([C@@H]3CC[C@H]([C@@H]4CC[C@@]5(OO[C@]43[C@H](O2)O5)C)C)C)C=C1 [(1S,4S,5R,8S,9R,10S,12R,13R)-1,5,9-Trimethyl-11,14,15,16-tetraoxatetracyclo[10.3.1.04,13.08,13]hexadecan-10-yl] 2-[4-[(E)-3-(4-bromophenyl)prop-2-enoyl]phenoxy]acetate